C(C)N(C1=NC(=CC(=C1C(=O)NCC1=CC=C(C=C1)F)C)N1CCOCC1)C 2-(Ethyl-methyl-amino)-N-[(4-fluorophenyl)-methyl]-4-methyl-6-morpholin-4-yl-pyridine-3-carboxylic acid amide